4-(trifluoromethylsulfonyloxy)-2,3-dihydropyrrole-1-carboxylic acid tert-butyl ester C(C)(C)(C)OC(=O)N1CCC(=C1)OS(=O)(=O)C(F)(F)F